ClCCC[C@@]1(N(C[C@H](C1)OCC1=CC=C(C=C1)I)C(=O)OC(C)(C)C)C(=O)OC 1-(tert-butyl) 2-methyl (2S,4S)-2-(3-chloropropyl)-4-((4-iodobenzyl)oxy)pyrrolidine-1,2-dicarboxylate